COC1=C(C#N)C=CC(=C1)COC1CCN(CC1)C(=O)N1C[C@H](CC1)C1=NC=NN1 2-methoxy-4-[[1-[(3S)-3-(1H-1,2,4-triazol-5-yl)pyrrolidine-1-carbonyl]-4-piperidinyl]oxymethyl]benzonitrile